C(C1=CC=CC=C1)OCC1CCC(CC1)N1N=C2C=C(C(=CC2=C1)C(=O)OC)OC(C)C methyl 2-[4-(benzyloxymethyl) cyclohexyl]-6-isopropoxy-indazole-5-carboxylate